FC1=C(C(=CC=C1)C)C=1C=C2C=NC(=NC2=C(C1)NC1CCN(CC1)C)N 6-(2-fluoro-6-methyl-phenyl)-N8-(1-methyl-4-piperidyl)quinazoline-2,8-diamine